FC1=C(C=CC(=C1)N1N=C(N=C1)C1=CC=C(C=C1)OC(F)(F)F)NC(=O)\N=C\1/SCC(N1C1=C(C=CC(=C1)C)C(C(F)(F)F)OC)=O (Z)-1-(2-fluoro-4-(3-(4-(trifluoromethoxy)phenyl)-1H-1,2,4-triazol-1-yl)phenyl)-3-(3-(5-methyl-2-(2,2,2-trifluoro-1-methoxyethyl)phenyl)-4-oxothiazolidin-2-ylidene)urea